BrC=1C=C(C=C(C1O)Br)C(=O)N1C2=C(SC3(CC3)C1)C=CC=C2 (3,5-dibromo-4-hydroxyphenyl)(spiro[benzo[b][1,4]thiazine-2,1'-cyclopropane]-4(3H)-yl)methanone